7-bromopyrazolo[1,5-a]pyrazin-4(5H)-one BrC1=CNC(C=2N1N=CC2)=O